FC1=C(C=CC=C1)C1=NC(=NC(=N1)NC=1C=NC=C(C1)F)NC1COC1 (2-Fluoro-phenyl)-N-(5-fluoro-pyridin-3-yl)-N'-oxetan-3-yl-[1,3,5]triazine-2,4-diamine